4-bromo-5-methyl-2-(trifluoromethoxy)aniline BrC1=CC(=C(N)C=C1C)OC(F)(F)F